methyl-2-((4-(5-fluoro-4-hydroxypyrimidin-2-yl)cyclohex-3-en-1-yl)methyl)-1-(2-methoxyethyl)-1H-thiophene CS1(C(=CC=C1)CC1CC=C(CC1)C1=NC=C(C(=N1)O)F)CCOC